C1(CC1)NC(CN1C(CCCC1)C=O)=O N-CYCLOPROPYL-2-(2-FORMYLPIPERIDIN-1-YL)ACETAMIDE